NCC(=O)N(C1CC1)C(C(C)C)C1=C(C(=CC=C1)C#N)F 2-amino-N-[1-(3-cyano-2-fluoro-phenyl)-2-methyl-propyl]-N-cyclopropyl-acetamide